C(C)C1=C(C(=C(C=C1)OC1=CC=CC=C1)OCCCCCC)CC bis-ethylhexyl-oxyphenoxybenzene